C(C)(C)(C)OC(=O)N1CCC(=CC1)C=1C2=C(N=CN1)C=CC(=N2)C=2C=NC(=C(C2)N)OC 4-(6-(5-Amino-6-methoxypyridin-3-yl)pyrido[3,2-d]pyrimidin-4-yl)-3,6-dihydropyridine-1(2H)-carboxylic acid tert-butyl ester